COC(=O)C=1N2C(C3=CC(=CC=C3C1OCC1=CC=CC=C1)SC1=CC=CC=C1)=NC=N2.COC2=CC=C(NC#CC1=CC=CC=C1)C=C2 4-methoxy-2-phenylethynyl-aniline methyl-6-(benzyloxy)-9-(phenylthio)-[1,2,4]triazolo[5,1-a]isoquinoline-5-carboxylate